C(C1=CC=CC=C1)OC1=C(C=C(C=C1)C(C1=C(C=CC=C1)O)N1CCN(CC1)C1=C(C(=CC=C1)Cl)Cl)F 2-((4-(benzyloxy)-3-fluorophenyl)(4-(2,3-dichlorophenyl)piperazin-1-yl)methyl)phenol